ethyl (E)-6-(3-benzylidene-2,5-dioxopyrrolidinyl)hexanoate C(/C1=CC=CC=C1)=C/1\C(N(C(C1)=O)CCCCCC(=O)OCC)=O